NC=1C2=C(N=CN1)N(C=C2C=2C=C(OCCNS(=O)(=O)C)C=CC2)[C@@H]2C[C@@H](C2)CN2CCC2 N-(2-(3-(4-amino-7-(cis-3-(azetidin-1-ylmethyl)cyclobutyl)-7H-pyrrolo[2,3-d]pyrimidin-5-yl)phenoxy)ethyl)methanesulfonamide